C(C1=CC=CC=C1)N1[C@@H]2C=C[C@H]([C@H]1C(=O)OCC)C2 ethyl (1S,3S,4R)-2-benzyl-2-azabicyclo[2.2.1]hept-5-ene-3-carboxylate